tert-butyl 4-(4-oxo-2-thieno[2,3-c]pyridin-5-yl-3,4-dihydro-quinazolin-6-yl)-piperidine-1-carboxylate O=C1NC(=NC2=CC=C(C=C12)C1CCN(CC1)C(=O)OC(C)(C)C)C=1C=C2C(=CN1)SC=C2